3-(4-bromobenzyl)-1-(1,1-dideutero-3-fluoro-propyl)azetidine BrC1=CC=C(CC2CN(C2)C(CCF)([2H])[2H])C=C1